2-methylthio-4,5-dihydroimidazole hydroiodide I.CSC=1NCCN1